FC(OC1=C(C=C(C(=C1)C)B1O[C@]2([C@@H]3C([C@H](C[C@H]2O1)C3)(C)C)C)C3=CC=C1C(=CN=NC1=C3)N)F 7-[2-(DIFLUOROMETHOXY)-4-METHYL-5-[(1S,2S,6R,8S)-2,9,9-TRIMETHYL-3,5-DIOXA-4-BORATRICYCLO[6.1.1.02,6]DECAN-4-YL]PHENYL]CINNOLIN-4-AMINE